zirconium silicon [Si].[Zr]